(2'S,3S,6'S)-6-chloro-1-[(4-methoxyphenyl)methyl]-2'-methyl-6'-(1-methyltriazol-4-yl)spiro[indoline-3,4'-piperidin]-2-one ClC1=CC=C2C(=C1)N(C([C@]21C[C@@H](N[C@@H](C1)C=1N=NN(C1)C)C)=O)CC1=CC=C(C=C1)OC